BrC=1C=C(C=CC1F)CCC(=O)Cl 3-(3-bromo-4-fluorophenyl)propanoyl chloride